(2R,6S)-N-[2-(1-benzylpiperidin-4-yl)ethyl]-4-(3-cyano-4-methoxyphenyl)-2,6-dimethylpiperazine-1-carboxamide C(C1=CC=CC=C1)N1CCC(CC1)CCNC(=O)N1[C@@H](CN(C[C@@H]1C)C1=CC(=C(C=C1)OC)C#N)C